2-amino-6-chloro-7-fluoro-1-(3-methoxy-2,6-dimethylphenyl)-1H-pyrrolo[3,2-c]pyridine-3-carbonitrile NC1=C(C=2C=NC(=C(C2N1C1=C(C(=CC=C1C)OC)C)F)Cl)C#N